2-chloro-4-(3-methoxyazetidin-1-yl)-6-(methylsulfonyl)pyridine ClC1=NC(=CC(=C1)N1CC(C1)OC)S(=O)(=O)C